(Z)-3-((3,5-dimethyl-1H-pyrrol-2-yl)methylene)-5-methoxy-N-methyl-1-(((1r,4r)-4-(methylamino)cyclohexyl)methyl)-2-oxoindoline-6-carboxamide hydrochloride Cl.CC1=C(NC(=C1)C)\C=C\1/C(N(C2=CC(=C(C=C12)OC)C(=O)NC)CC1CCC(CC1)NC)=O